7-(tert-butyl)-2-(2,4-dimethoxyphenyl)-5-hydroxybenzofuran C(C)(C)(C)C1=CC(=CC=2C=C(OC21)C2=C(C=C(C=C2)OC)OC)O